ClCC(=O)C1=CC=C(C=C1)F 2-chloro-4'-fluoroacetophenone